FC1(CCC(CC1)NC(=O)C=1C=NC=C(C1N1C[C@@](CC1)(C)NC(OC(C)(C)C)=O)C1=CC(=CC(=C1)F)F)F tert-butyl (S)-(1-(3-((4,4-difluorocyclohexyl)carbamoyl)-5-(3,5-difluorophenyl)pyridin-4-yl)-3-methylpyrrolidin-3-yl)carbamate